COCC[C@@H]1N(C[C@H](N(C1)C(C)C=1C=C2N=CC=NC2=CC1)C)N1N=C2C(N(C(C=C2)=O)C)=C1 ((2S,5R)-2-(2-methoxyethyl)-5-methyl-4-(1-(quinoxalin-6-yl)ethyl)piperazin-1-yl)-4-methyl-2,4-dihydro-5H-pyrazolo[4,3-b]pyridin-5-one